2-Propyl-pentanoic acid 4-sulfamoyl-benzylamide S(N)(=O)(=O)C1=CC=C(CNC(C(CCC)CCC)=O)C=C1